(Z)-1,2-dimethylolethylene C(O)\C=C/CO